CC(CC(=O)O)CC(CC=C)C 3,5-dimethyl-7-octenoic acid